n-(2-ethoxyphenyl)-N'-(2-ethylphenyl)ethanediamide CCC1=CC=CC=C1NC(=O)C(=O)NC2=CC=CC=C2OCC